5-((R)-2-(5-fluoropyridin-3-yl)pyrrolidin-1-yl)-N-((2R,3S,4S)-3-(hydroxymethyl)bicyclo[2.2.1]heptan-2-yl)pyrazolo[1,5-a]pyrimidine-3-carboxamide FC=1C=C(C=NC1)[C@@H]1N(CCC1)C1=NC=2N(C=C1)N=CC2C(=O)N[C@@H]2C1CC[C@H]([C@@H]2CO)C1